benzyl (2R,3S,5S)-2-(((tert-butyldimethylsilyl)oxy)methyl)-3-(2,2,2-trifluoro-N-(4-methoxybenzyl)acetamido)-5-(trifluoromethyl)pyrrolidine-1-carboxylate [Si](C)(C)(C(C)(C)C)OC[C@@H]1N([C@@H](C[C@@H]1N(C(C(F)(F)F)=O)CC1=CC=C(C=C1)OC)C(F)(F)F)C(=O)OCC1=CC=CC=C1